NC(C(=O)O)(CCCCB(O)O)CCCN1CCC(CC1)C=1OC(=NN1)C1=CC=CC=C1 2-amino-6-borono-2-(3-(4-(5-phenyl-1,3,4-oxadiazol-2-yl)piperidin-1-yl)propyl)hexanoic acid